N-((S)-(4,4-difluorocyclohexyl)(5-((S)-2-methoxy-1-((S)-2-oxo-4-(trifluoromethyl)imidazolidin-1-yl)ethyl)benzo[d]oxazol-2-yl)methyl)-1-(ethyl-d5)-1H-pyrazole-3-carboxamide FC1(CCC(CC1)[C@H](NC(=O)C1=NN(C=C1)C(C([2H])([2H])[2H])([2H])[2H])C=1OC2=C(N1)C=C(C=C2)[C@@H](COC)N2C(N[C@@H](C2)C(F)(F)F)=O)F